(2R,5S)-5-hydroxy-2-methylpiperidine-1-carboxylic acid benzyl ester C(C1=CC=CC=C1)OC(=O)N1[C@@H](CC[C@@H](C1)O)C